6-(4-(2-Fluoroethyl)piperazin-1-yl)-8-isopropyl-3-(4-methoxybenzyl)-2-methyl-4-oxo-3,4-dihydropyrido[3,4-d]pyrimidine-5-carbonitrile FCCN1CCN(CC1)C1=C(C2=C(N=C(N(C2=O)CC2=CC=C(C=C2)OC)C)C(=N1)C(C)C)C#N